4-(4-(4-Amino-3-(4-phenoxyphenyl)-1H-pyrazolo[3,4-d]pyrimidin-1-yl)cyclohexyl)piperazine NC1=C2C(=NC=N1)N(N=C2C2=CC=C(C=C2)OC2=CC=CC=C2)C2CCC(CC2)N2CCNCC2